tert-butyl (1s,4s)-4-(3-methoxy-4-methylphenylcarbamoyl)cyclohexylcarbamate COC=1C=C(C=CC1C)NC(=O)C1CCC(CC1)NC(OC(C)(C)C)=O